C(C)(C)(C)OC(=O)N1[C@@H](COCC1)CN(C)CCCCCCOC1=C(C(=CC(=C1)N1C(C2=C(N=C(N=C2)C2=NC=CC=N2)CC1)C)F)F (3R)-3-[[6-[2,3-difluoro-5-(5-methyl-2-pyrimidin-2-yl-7,8-dihydro-5H-pyrido[4,3-d]pyrimidin-6-yl)phenoxy]hexyl-methyl-amino]methyl]morpholine-4-carboxylic acid tert-butyl ester